Cl.S1C=CC2=C1[C@H](OCC2)N(C)C (S)-(-)-(4,5-dihydro-7H-thieno[2,3-c]pyran-7-yl)-N-methyl-methylamine hydrochloride